C[C@@H]1COCCN1C=1C2=C(N=C(N1)N1C(=NC3=C1C=CC=C3)NC(C)=O)C(=CS2)S(=O)(=O)C (R)-N-(1-(4-(3-methylmorpholino)-7-(methylsulfonyl)thieno[3,2-d]pyrimidin-2-yl)-1H-benzo[d]imidazol-2-yl)acetamide